C(C)(=O)N[C@H](C(=O)N[C@H](C(=O)N[C@H](C(=O)N)C)CC1=CC=CC=C1)[C@H](CC)C (2S,3S)-2-acetamido-N-((S)-1-(((S)-1-amino-1-oxopropan-2-yl)amino)-1-oxo-3-phenylpropan-2-yl)-3-methylpentanamide